((2R,3R,4S,5R)-4-Acetoxy-5-(2-amino-8-oxo-7-(2-oxoethyl)-7,8-dihydro-9H-purin-9-yl)-3-fluorotetrahydrofuran-2-yl)methyl acetate C(C)(=O)OC[C@H]1O[C@H]([C@@H]([C@@H]1F)OC(C)=O)N1C2=NC(=NC=C2N(C1=O)CC=O)N